tert-Butyl ((3R,5R)-1-ethyl-5-fluoropiperidin-3-yl)carbamate C(C)N1C[C@@H](C[C@H](C1)F)NC(OC(C)(C)C)=O